ClC=1C=CC2=C(N=C(O2)C23CCC(CC2)(CC3)NC(=O)C3CS(CC3)(=O)=O)C1 N-[4-(5-chloro-1,3-benzoxazol-2-yl)-1-bicyclo[2.2.2]octanyl]-1,1-dioxo-thiolane-3-carboxamide